(R)-N-(5-(1-((2-amino-5-chloropyridin-3-yl)oxy)ethyl)-2-chlorophenyl)-3-(methylsulfonyl)benzamide NC1=NC=C(C=C1O[C@H](C)C=1C=CC(=C(C1)NC(C1=CC(=CC=C1)S(=O)(=O)C)=O)Cl)Cl